N1C=C(C2=CC=CC=C12)CCC1N(CCC2=CC(=C(C=C12)OC)OCC1=CC=NC=C1)CC1CCOCC1 1-(2-(1H-indol-3-yl)ethyl)-7-methoxy-6-(pyridin-4-ylmethoxy)-2-((tetrahydro-2H-pyran-4-yl)methyl)-1,2,3,4-tetrahydroisoquinoline